(R)-N-(4-(3'-chloro-5-fluoro-2-hydroxy-4'-(3-methyl-2-oxo-2,3-dihydro-1H-imidazol-1-yl)-[1,1'-biphenyl]-3-yl)-6-(3-methylpiperazin-1-yl)pyridin-2-yl)acetamide ClC=1C=C(C=CC1N1C(N(C=C1)C)=O)C1=C(C(=CC(=C1)F)C1=CC(=NC(=C1)N1C[C@H](NCC1)C)NC(C)=O)O